S1C(=NC2=C1C=CC=C2)SC2=C(C(=O)NC1=NC=C(C=N1)C1CCCC1)C=C(C=C2)[N+](=O)[O-] 2-(1,3-benzothiazol-2-ylsulfanyl)-N-(5-cyclopentylpyrimidin-2-yl)-5-nitrobenzamide